ClC=1C=C(C=CC1C#N)B(OC=1C=CC=C2C=CC=NC12)C1=CC=C(C=C1)CN1CCN(CC1)C quinolin-8-yl (3-chloro-4-cyanophenyl){4-[(4-methylpiperazin-1-yl)methyl]phenyl}borinate